(R)-N-(2-(1-ethyl-1H-indazol-3-yl)-2-(pyrrolidin-1-yl)ethyl)-1H-indole-6-sulfonamide C(C)N1N=C(C2=CC=CC=C12)[C@@H](CNS(=O)(=O)C1=CC=C2C=CNC2=C1)N1CCCC1